6-chloro-3-(1H-imidazol-1-yl)-5-methoxy-1-methyl-2-(5-(2,2,2-trifluoro-1-methoxy-ethyl)-1H-1,2,4-triazol-3-yl)-1H-pyrrolo[3,2-b]pyridine ClC=1C=C2C(=NC1OC)C(=C(N2C)C2=NNC(=N2)C(C(F)(F)F)OC)N2C=NC=C2